phenylquinoxalin C1(=CC=CC=C1)C1=NC2=CC=CC=C2N=C1